N1C=CC2=CC(=CC=C12)C1=CC=CC(=N1)C(=O)NC1=NN=NN1 6-(1H-indol-5-yl)-N-(1H-tetrazol-5-yl)picolinamide